C1C(CC2=CC=CC=C12)N1C=NC2=C1C(OC(C2)(C)C)=O 3-(2,3-dihydro-1H-inden-2-yl)-6,6-dimethyl-3H,4H,6H,7H-pyrano[3,4-d]imidazol-4-one